7-chloro-6-fluoro-1-(3-hydroxypropyl)quinoxaline-2,3(1h,4h)-dione ClC1=C(C=C2NC(C(N(C2=C1)CCCO)=O)=O)F